The molecule is a 5-oxo monocarboxylic acid anion that is the conjugate base of 12-hydroxyjasmonic acid, obtained by deprotonation of the carboxy group; major species at pH 7.3. It derives from a jasmonate(1-). It is a conjugate base of a 12-hydroxyjasmonic acid. C1CC(=O)[C@@H]([C@H]1CC(=O)[O-])C/C=C\\CCO